ytterbium-ytterbium trioxide [O-2].[O-2].[O-2].[Yb+3].[Yb+3]